N1(CCCCC1)C1C(N(C(CC1)=O)C1=CC=CC=C1)=O piperidin-1-yl-[phenyl]piperidine-2,6-dione